3-[(3-chloro-2-methoxyphenyl)amino]-2-(3-{2-[(2S,5R)-5-methyl-1-(prop-2-enoyl)pyrrolidin-2-yl]ethynyl}pyridin-4-yl)-1H,5H,6H,7H-pyrrolo[3,2-c]pyridin-4-one ClC=1C(=C(C=CC1)NC1=C(NC2=C1C(NCC2)=O)C2=C(C=NC=C2)C#C[C@H]2N([C@@H](CC2)C)C(C=C)=O)OC